perfluoro-3,6,9-trioxotridecan-1-ol FC(C(C(C(C(C(C(C(C(C(C(C(C(F)(F)F)(F)F)(F)F)(F)F)=O)(F)F)(F)F)=O)(F)F)(F)F)=O)(F)F)(O)F